ClC1=NC=C(C(=N1)NC1=C(C=2C=3NC=4CCN(C(C4C3CCC2C=N1)=O)C(=O)OC(C)(C)C)F)F tert-butyl 4-(2-chloro-5-fluoro-4-pyrimidinylamino)-3-fluoro-12-oxo-5,13,17-triazatetracyclo[8.7.0.02,7.011,16]heptadeca-1(10),2(7),3,5,11(16)-pentaene-13-carboxylate